tert-butyl (R)-((3-(2-cyclopropyl-5-fluoro-3-((6-fluoro-2-methylpyridin-3-yl)oxy)isonicotinamido)phenyl)(methyl)(oxo)-λ6-sulfaneylidene)carbamate C1(CC1)C=1C(=C(C(=O)NC=2C=C(C=CC2)[S@](=O)(C)=NC(OC(C)(C)C)=O)C(=CN1)F)OC=1C(=NC(=CC1)F)C